C(C)(C)(C)C=1C=C(C=NC1)NC(=O)C1=CC=C2C(CN(CC2=C1)C1CC(N(CC1)C)=O)C N-(5-tert-butyl-3-pyridyl)-4-methyl-2-(1-methyl-2-oxo-4-piperidyl)-3,4-dihydro-1H-isoquinoline-7-carboxamide